C(CCCCCCCCCCCCCCCCC)(=O)OO hydroxy stearate